NC1=C(N=CC(=N1)N1CC2C(C2CC1)CN1C(C2=CC=CC=C2C1=O)=O)SC=1C(=NC=CC1)C(F)(F)F 2-((3-(6-Amino-5-((2-(trifluoromethyl)pyridin-3-yl)thio)pyrazin-2-yl)-3-azabicyclo[4.1.0]heptan-7-yl)methyl)isoindoline-1,3-dione